CC=1C=C(C=C2C=C([C@H](OC12)C(F)(F)F)C(=O)O)OC(F)(F)F (S)-8-methyl-6-(trifluoromethoxy)-2-(trifluoromethyl)-2H-chromene-3-carboxylic acid